1-[[2-(Trifluoromethyl)phenyl]methyl]-1H,4H,5H,6H,7H-pyrazolo[4,3-c]pyridine-3-carboxylic acid ethyl ester C(C)OC(=O)C1=NN(C2=C1CNCC2)CC2=C(C=CC=C2)C(F)(F)F